3-fluoro-N'-hydroxypyridine-4-carboxamidine FC=1C=NC=CC1C(=NO)N